5-(3-(3-ethyl-2,4-dioxo-1,2,3,4-tetrahydroquinazolin-7-yl)-5-fluorobenzamido)-N-methylpyridinecarboxamide C(C)N1C(NC2=CC(=CC=C2C1=O)C=1C=C(C(=O)NC=2C=CC(=NC2)C(=O)NC)C=C(C1)F)=O